2-methyl-5-oxo-1,4,5,7-tetrahydrofurano[3,4-b]pyridine-3-carboxylate CC1=C(CC2=C(N1)COC2=O)C(=O)[O-]